4-(3-(3-(6-(2-aminobenzo[d]oxazol-5-yl)imidazo[1,2-a]pyridine-3-carbonyl)-3,6-diazabicyclo[3.2.1]octane-6-carbonyl)-4-fluorobenzyl)phthalazin-1(2H)-one NC=1OC2=C(N1)C=C(C=C2)C=2C=CC=1N(C2)C(=CN1)C(=O)N1CC2CN(C(C1)C2)C(=O)C=2C=C(CC1=NNC(C3=CC=CC=C13)=O)C=CC2F